ethyl (E)-4-[8-(tert-butoxycarbonylamino)octyl-methyl-amino]but-2-enoate C(C)(C)(C)OC(=O)NCCCCCCCCN(C/C=C/C(=O)OCC)C